2-(1-(6,7-dimethoxyquinolin-4-yl)piperidin-4-yl)ethan-1-ol tert-Butyl-[4-(3-chloro-10-methyl-11-oxo-10,11-dihydro-5H-dibenzo[b,e][1,4]diazepin-5-yl)butyl]methylcarbamate C(C)(C)(C)CN(C(=O)OCCC1CCN(CC1)C1=CC=NC2=CC(=C(C=C12)OC)OC)CCCCN1C2=C(N(C(C3=C1C=C(C=C3)Cl)=O)C)C=CC=C2